5-[6-(6-chloroquinazolin-4-yl)-7,8-dihydro-5H-1,6-naphthyridin-3-yl]-N,N-dimethyl-pyridin-2-amine ClC=1C=C2C(=NC=NC2=CC1)N1CC=2C=C(C=NC2CC1)C=1C=CC(=NC1)N(C)C